(R)-2-(5-(difluoromethoxy)-4-((6-oxo-5-(trifluoromethyl)-1,6-dihydropyridazin-4-yl)amino)pentyl)-6-(5-(difluoromethoxy)pyrazin-2-yl)-7-fluoroisoquinolin-1(2H)-one FC(OC[C@@H](CCCN1C(C2=CC(=C(C=C2C=C1)C1=NC=C(N=C1)OC(F)F)F)=O)NC=1C=NNC(C1C(F)(F)F)=O)F